N(=[N+]=[N-])CCOCCOCCOCCOCCN(CCCNC1=NC(=NC2=CC=CC=C12)CN1CCN(CC1)C(C1=CC=C(C=C1)Cl)C1=CC=C(C=C1)Cl)C 4-(19-azido-5-methyl-8,11,14,17-tetraoxa-1,5-diazanonadecan-1-yl)-2-(4-[bis(4-chlorophenyl)methyl]piperazin-1-ylmethyl)quinazoline